1-(pyrimidin-2-yl)ethylamine hydrochloride Cl.N1=C(N=CC=C1)C(C)N